NC1CCN(CC1)C1=CC(=C(C=C1)NC1=NC=C(C(=N1)C1=CNC2=CC=CC=C12)Cl)OC N-[4-(4-amino-1-piperidinyl)-2-methoxyphenyl]-5-chloro-4-(1H-indol-3-yl)-2-pyrimidinylamine